1,2-diethyl-pyrazolium C(C)[N+]=1N(C=CC1)CC